6-methyl-1H,6H,7H-pyrrolo[2,3-c]pyridin-7-one CN1C(C2=C(C=C1)C=CN2)=O